ClC=1C(=C2C(=NC1NC1=C3CCCC3=CC=C1)NN=C2N)C 5-chloro-N6-(2,3-dihydro-1H-inden-4-yl)-4-methyl-1H-pyrazolo[3,4-b]pyridine-3,6-diamine